2-(1-Aminoethyl)-4-(trifluoromethyl)-1H-imidazole-1-carboxylic acid tert-butyl ester C(C)(C)(C)OC(=O)N1C(=NC(=C1)C(F)(F)F)C(C)N